(1s,3s)-3-(3,3-difluoropyrrolidin-1-yl)cyclobutyl ((7-chloro-2-(2,6-dioxopiperidin-3-yl)-4-fluoro-3-oxoisoindolin-5-yl)methyl)carbamate ClC=1C=C(C(=C2C(N(CC12)[C@@H]1C(NC(CC1)=O)=O)=O)F)CNC(OC1CC(C1)N1CC(CC1)(F)F)=O